OC[C@H](C1=CC=CC=C1)NC1=NC(=NC=C1C=1OC=NN1)NC=1C=C2C(N(C(C2=CC1)=O)CCC)(C)C (S)-5-((4-((2-hydroxy-1-phenylethyl)amino)-5-(1,3,4-oxadiazol-2-yl)pyrimidin-2-yl)amino)-3,3-dimethyl-2-propylisoindolin-1-one